(R)-3-(4-ethyl-3-(imidazo[4,5-d]pyrrolo[2,3-b]pyridine-1(6H)-yl)imidazoline-1-yl)-3-oxopropionitrile C(C)[C@H]1N(CN(C1)C(CC#N)=O)N1C=NC=2C1=C1C(=NC2)NC=C1